NC1=NC(=C(C=C1C=1C=C2CCNC(C2=CC1F)=O)C1=CC=C(C=C1)N1CCOCC1)F 6-(2-amino-6-fluoro-5-(4-morpholinophenyl)pyridin-3-yl)-7-fluoro-3,4-dihydroisoquinolin-1(2H)-one